ClC=1C=2N(C=C(C1)S(NC1(CC1)C#N)(=O)=O)C(=CN2)C(=O)OCC ethyl 8-chloro-6-[(1-cyanocyclopropyl)sulfamoyl]imidazo[1,2-a]pyridine-3-carboxylate